7-(6,7-dihydro-5H-imidazo[1,2-a]imidazol-3-yl)-2-[2-(6-methyl-2-pyridyl)imidazo[1,2-a]pyridin-3-yl]-1,5-naphthyridine N1=C2N(C(=C1)C1=CN=C3C=CC(=NC3=C1)C1=C(N=C3N1C=CC=C3)C3=NC(=CC=C3)C)CCN2